2-(2,2-difluoroethoxy)-3,6-difluoro-5-nitro-pyridine FC(COC1=NC(=C(C=C1F)[N+](=O)[O-])F)F